COC1=CC2=C(N=C(S2)C2=C3N=CC(=NC3=CC(=C2)OC(F)(F)F)COC)C(=C1)C 6-methoxy-2-(2-(methoxymethyl)-7-(trifluoromethoxy)quinoxalin-5-yl)-4-methylbenzo[d]Thiazole